C(CCCCCCC\C=C/C\C=C/CCCCC)OC(CNC1CN(C1)C)COCCCCCCCC\C=C/C\C=C/CCCCC N-(2,3-Bis(((9Z,12Z)-octadeca-9,12-dien-1-yl)oxy)propyl)-1-methylazetidin-3-amine